1-(4-(2-(2-amino-4-oxo-4,7-dihydro-3H-pyrrolo[2,3-d]pyrimidin-5-yl)ethyl)phenyl)-1,6,11,16,21,26-hexaoxo-2,7,12,17,22,27-hexaazatriacontane-3,8,13,18,23,28,30-heptacarboxylic acid NC=1NC(C2=C(N1)NC=C2CCC2=CC=C(C=C2)C(NC(CCC(NC(CCC(NC(CCC(NC(CCC(NC(CCC(NC(CCC(=O)O)C(=O)O)=O)C(=O)O)=O)C(=O)O)=O)C(=O)O)=O)C(=O)O)=O)C(=O)O)=O)=O